5-{(3R)-1-[1-(4-chloro-1H-imidazol-2-yl)propyl]-5',6'-dihydrospiro[pyrrolidine-3,4'-pyrrolo[1,2-b]pyrazol]-2'-yl}-3-(trifluoromethyl)pyridin-2-amine ClC=1N=C(NC1)C(CC)N1C[C@]2(CCN3N=C(C=C32)C=3C=C(C(=NC3)N)C(F)(F)F)CC1